8-Bromo-2,3,4,5-tetrahydro-1H-benzo[b]azepine BrC=1C=CC2=C(NCCCC2)C1